ClC1=C(C(=O)N2COC3=C(C2)C=CC=C3C3=CC(=C(C(=O)O)C=C3)N3CCOCC3)C(=CC(=C1)OCCN(C)C)Cl 4-[3-[2,6-Dichloro-4-[2-(dimethyl-amino)ethoxy]benzoyl]-2,4-dihydro-1,3-benzoxazin-8-yl]-2-morpholin-4-ylbenzoic acid